FC1=C(C(=CC=C1)OCC(F)(F)F)B1OC(C(O1)(C)C)(C)C 2-[2-fluoro-6-(2,2,2-trifluoroethoxy)phenyl]-4,4,5,5-tetramethyl-1,3,2-dioxaborolane